C(CCCCCCCCCCCCCCCCC)(=O)[O-].[Li+] Lithium Stearat